2-[4-(Diphenylamino)-phenyl]-5-[4-(3,6-di-t-butylcarbazol-9-yl)phenyl]-1,3,4-oxadiazole C1(=CC=CC=C1)N(C1=CC=C(C=C1)C=1OC(=NN1)C1=CC=C(C=C1)N1C2=CC=C(C=C2C=2C=C(C=CC12)C(C)(C)C)C(C)(C)C)C1=CC=CC=C1